5-vinyl-4-methyl-thiazole C(=C)C1=C(N=CS1)C